2-(trifluoromethyl)-6-(trimethylstannyl)pyridine Natrium thioglycolat C(CS)(=O)[O-].[Na+].FC(C1=NC(=CC=C1)[Sn](C)(C)C)(F)F